3-(1-cyclohexylpiperidin-4-yl)-1-((5-(5-(difluoromethyl)-1,3,4-oxadiazol-2-yl)pyridin-2-yl)methyl)-5-fluoro-1,3-dihydro-2H-benzo[d]imidazol-2-one C1(CCCCC1)N1CCC(CC1)N1C(N(C2=C1C=C(C=C2)F)CC2=NC=C(C=C2)C=2OC(=NN2)C(F)F)=O